6-amino-7-(2-chloro-5-fluorophenyl)-2,3,7,8-tetrahydro-9H-[1,4]dioxino[2,3-e]isoindol-9-one NC=1C=C2C(=C3C(NC(C13)C1=C(C=CC(=C1)F)Cl)=O)OCCO2